OC1=C(C=CC=C1)C=1C=C2C(=NN1)NC[C@@H]1N2CCN(C1)C1=NC=C(C=N1)C1CCN(CC1)CC1CCC(CC1)C(=O)OC (S)-methyl 4-((4-(2-(2-(2-hydroxyphenyl)-6a,7,9,10-tetrahydro-5H-pyrazino[1',2':4,5]pyrazino[2,3-c]pyridazin-8(6H)-yl)pyrimidin-5-yl)piperidin-1-yl)methyl)cyclohexanecarboxylate